5-(cyclopropylmethoxy)-4-methyl-6-(5-((4-methylpiperazin-1-yl) methyl) isoindoline-2-carbonyl)-1,3-phenylenedi(4-methylbenzenesulfonate) C1(CC1)COC=1C(=C(C=C(C1C(=O)N1CC2=CC=C(C=C2C1)CN1CCN(CC1)C)C1=C(C=CC(=C1)C)S(=O)(=O)[O-])C1=C(C=CC(=C1)C)S(=O)(=O)[O-])C